17-Acetyl-13-methyl-11-(4-(methylamino)phenyl)-3-oxo-2,3,6,7,8,11,12,13,14,15,16,17-dodecahydro-1H-cyclopenta[a]phenanthren-17-yl Acetate C(C)(=O)OC1(CCC2C3CCC4=CC(CCC4=C3C(CC12C)C1=CC=C(C=C1)NC)=O)C(C)=O